Methyl 2-methyl-5-(2-phenylthiazol-5-yl)-2H-1,2,6-thiadiazine-3-carboxylate 1,1-dioxide CN1S(N=C(C=C1C(=O)OC)C1=CN=C(S1)C1=CC=CC=C1)(=O)=O